BrC1=CC=C(C=C1)C1=CC(=CC(=C1)C1=CC=C(C=C1)Br)C1=CC=C(C=C1)Br 1,3,5-tris(4-bromophenyl)benzene